(4-Amino-7-fluoro-1-methyl-1H-pyrazolo[4,3-c]quinolin-8-yl)(6-(2-methylbenzo[d]thiazol-6-yl)-5,6-diazaspiro[2.4]hept-5-yl)methanone NC1=NC=2C=C(C(=CC2C2=C1C=NN2C)C(=O)N2CC1(CC1)CN2C2=CC1=C(N=C(S1)C)C=C2)F